N(=C=O)CC1CCC(CC1)N=C=O 1-isocyanatomethyl-4-isocyanatocyclohexane